FC=1C=CC(=NC1)CN(C(=O)C=1NC(C=CC1)=O)C1=CC=CC=C1 N-((5-fluoropyridin-2-yl)methyl)-6-oxo-N-phenyl-1,6-dihydropyridine-2-carboxamide